C1(CC1)C1=C2C(=NN(C2=CC=C1)CC(=O)NC=1C(=C(C=CC1)C1=C(C=CC=C1)C)F)C(=O)N cyclopropyl-(2-((2-fluoro-2'-methyl-[1,1'-biphenyl]-3-yl)amino)-2-oxoethyl)-1H-indazole-3-carboxamide